3-[3-(2-Chloro-6-methyl-4-pyridyl)-5-(1H-imidazol-2-ylmethylamino)pyrazolo[1,5-a]pyrimidin-2-yl]benzonitrile ClC1=NC(=CC(=C1)C=1C(=NN2C1N=C(C=C2)NCC=2NC=CN2)C=2C=C(C#N)C=CC2)C